FC1=C(C=C(C=N1)C1=NC=CC(=C1N1CCC(CC1)(C1=NN=CN1C)F)C#N)C=O 6'-Fluoro-3-[4-fluoro-4-(4-methyl-4H-1,2,4-triazol-3-yl)piperidin-1-yl]-5'-formyl-[2,3'-bi-pyridine]-4-carbonitrile